CC=1C=C(C=C(C1)C(F)(F)F)[C@@H](C)N (R)-1-(3-methyl-5-(trifluoromethyl)phenyl)ethan-1-amine